3-(1-((7-bromo-4-methyl-6-(trifluoromethyl)phthalazin-1-yl)amino)ethyl)-2-methylbenzonitrile BrC1=C(C=C2C(=NN=C(C2=C1)NC(C)C=1C(=C(C#N)C=CC1)C)C)C(F)(F)F